COC1=CC=CC2=C1N=C(S2)NS([O-])(=O)=O.[Na+] Sodium N-(4-methoxy-1,3-benzothiazol-2-yl)sulfamate